C1(CC1)C1=NN(C(=C1)CO)C1OCCCC1 (3-cyclopropyl-1-(tetrahydro-2H-pyran-2-yl)-1H-pyrazol-5-yl)methanol